C1(CCCCC1)OC=1C(C(=O)O)=CC=CC1.C(C=1C(O)=CC=CC1)(=O)OC1CCCCC1 Cyclohexyl salicylate (CYCLOHEXYL sALICYLATE)